ClC1=C(C(=O)N2COC3=C(C2)C=CC=C3C3=CC(=C(C(=O)O)C=C3F)N3C2COCC3CC2)C(=CC(=C1)C=1C=2C(C=NC1)=CN(N2)C)Cl 4-[3-[2,6-Dichloro-4-(2-methylpyrazolo[4,3-c]pyridin-7-yl)benzoyl]-2,4-dihydro-1,3-benzoxazin-8-yl]-5-fluoro-2-(3-oxa-8-azabicyclo[3.2.1]oct-8-yl)benzoic acid